CCCCC1=CC=CC=C1O Butylphenol